C(CCC)OS(=O)(=O)CC1=CC(=C(C(=C1)C)N1N=CC(=C1)C(F)(F)F)C 1-(3,5-dimethyl-4-(4-(trifluoromethyl)-1H-pyrazol-1-yl)phenyl)methanesulfonic acid butyl ester